4-fluoro-N-(1-methylcyclopropyl)-1H-indazole-6-sulfonamide FC1=C2C=NNC2=CC(=C1)S(=O)(=O)NC1(CC1)C